BrC1=C(C=C2N=CC=3N(C(N4CC(OC1=C2C34)C3=CC(=NC=C3)F)=O)C)F 7-bromo-6-fluoro-9-(2-fluoropyridin-4-yl)-2-methyl-9,10-dihydro-8-oxa-2,4,10a-triazanaphtho[2,1,8-cde]azulen-1(2H)-one